C(OCN1C(CCC2=CC=C(C=C12)CCN1CCN(CC1)C1=CC(=CC=2SC=CC21)F)=O)(OCCCCCCCCCCC)=O (7-(2-(4-(6-Fluorobenzo[b]thiophen-4-yl)piperazin-1-yl)ethyl)-2-oxo-3,4-dihydroquinolin-1(2H)-yl)methyl undecyl carbonate